(2S,3S,4R,5S)-N-(4-{4-chloro-3-[({1-[4-(2-cyclopropoxyphenyl)pyridin-3-yl]cyclopropyl}amino)methyl]phenyl}pentyl)-N-(1,1-dioxo-1λ6-thian-4-yl)-2,3,4,5,6-pentahydroxyhexanamide ClC1=C(C=C(C=C1)C(CCCN(C([C@H]([C@H]([C@@H]([C@H](CO)O)O)O)O)=O)C1CCS(CC1)(=O)=O)C)CNC1(CC1)C=1C=NC=CC1C1=C(C=CC=C1)OC1CC1